CC1=CC(=NC2=CC(=CC=C12)C(=O)N)C1=CC=C(C=C1)C(F)(F)F 4-Methyl-2-(4-(trifluoromethyl)phenyl)quinoline-7-carboxamide